COC1=C(C=CC=C1)C1=CC(=NC=C1C(=O)NC=1SC2=C(N1)C(NC2)C(C=2C=CC=NC2)=O)C 4-(2-methoxyphenyl)-6-methyl-N-(5-picolinoyl-5,6-dihydro-4H-pyrrolo[3,4-d]thiazol-2-yl)nicotinamide